C(CCC)(=O)OCCCCCCCCCCCCCCCCCCCC n-eicosyl butanoate